4-butoxy-N,N-dibutylbutanamide C(CCC)OCCCC(=O)N(CCCC)CCCC